(benzenesulfonyl)butanediamide C1(=CC=CC=C1)S(=O)(=O)C(C(=O)N)CC(=O)N